Cl.CC=1N=C2C(=C3CCNCC13)CN(C2)C(C)=O 1-(5-methyl-1,3,6,7,8,9-hexahydro-2,4,7-triaza-cyclopenta[a]naphthalen-2-yl)-ethanone hydrochloride